N-undecylheptane-1,7-diamine C(CCCCCCCCCC)NCCCCCCCN